1-(5-(4-AMINO-7-CYCLOPROPYL-7H-PYRROLO[2,3-D]PYRIMIDIN-5-YL)PYRIDIN-2-YL)-3-(4-((4-METHYLPIPERAZIN-1-YL)METHYL)-3-(TRIFLUOROMETHYL)PHENYL)UREA NC=1C2=C(N=CN1)N(C=C2C=2C=CC(=NC2)NC(=O)NC2=CC(=C(C=C2)CN2CCN(CC2)C)C(F)(F)F)C2CC2